methyl 2-[2-(2-{5'-fluoro-1',6-dimethyl-[4,6'-biindazol]-1-yl}acetamido)acetamido]acetate FC=1C=C2C=NN(C2=CC1C=1C=2C=NN(C2C=C(C1)C)CC(=O)NCC(=O)NCC(=O)OC)C